FC1=CC=C(C=C1)[C@H]1C[C@@H](CO1)C1=NOC(=N1)CN1C=NC2=C(C1=O)C(=CC=N2)C 3-((3-((3R,5R)-5-(4-fluorophenyl)tetrahydro-furan-3-yl)-1,2,4-oxadiazol-5-yl)methyl)-5-methylpyrido[2,3-d]pyrimidin-4(3H)-one